Ethyl 8-[6-(1-azetidin-3-yl-1H-pyrazol-4-yl)-7-difluoromethyl-3,4-dihydro-2H-quinolin-1-yl]-[1,7]naphthyridine-6-carboxylate N1CC(C1)N1N=CC(=C1)C=1C=C2CCCN(C2=CC1C(F)F)C=1N=C(C=C2C=CC=NC12)C(=O)OCC